FC(C=1C(=CNC(C1)=O)C(=O)NC1=C(C=C(C(=C1)C=1C=NC(=CC1)N1CCOCC1)F)N1C[C@H](N([C@H](C1)C)C)C)F 4-(difluoromethyl)-N-[4-fluoro-5-(6-morpholin-4-ylpyridin-3-yl)-2-[(3R,5S)-3,4,5-trimethylpiperazin-1-yl]phenyl]-6-oxo-1H-pyridine-3-carboxamide